ClC=1C(=NC(=NC1)N1[C@H](C[C@@H](CC1)OC=1C=C2CN(C(C2=CC1)=O)C1C(NC(CC1)=O)=O)C)NC=1C=C2C=C(C(N(C2=CC1)C)=O)OCC(=O)NC [[6-[[5-chloro-2-[(2S,4R)-4-[2-(2,6-dioxo-3-piperidyl)-1-oxo-isoindolin-5-yl]oxy-2-methyl-1-piperidyl]pyrimidin-4-yl]amino]-1-methyl-2-oxo-3-quinolyl]oxy]-N-methyl-acetamide